COC1=CC=C(C=C1)C=1C=CC2=C(N=C(N=C2N)NC2CCN(CC2)C)N1 7-(4-methoxyphenyl)-N2-(1-methylpiperidin-4-yl)pyrido[2,3-d]pyrimidine-2,4-diamine